C(C)(C)(C)OC(=O)NCC1=CC=C(C(=N1)OC=1C(=C(C=CC1)C[C@@H]1N(CC([C@@H]1NS(=O)(=O)C1CC1)(F)F)C(=O)OC(C)(C)C)F)Cl tert-Butyl (2S,3R)-2-({3-[(6-{[(tert-butoxycarbonyl)amino]methyl}-3-chloropyridin-2-yl)oxy]-2-fluorophenyl}methyl)-3-[(cyclopropanesulfonyl)amino]-4,4-difluoropyrrolidine-1-carboxylate